[H-].[H-].[H-].C(C)N(C([S-])=S)CC.[Na+] Sodium diethyldithiocarbamate trihydride